5-fluoropyrimidine-2,4(1H,3H)-dione FC=1C(NC(NC1)=O)=O